4-(4-dimethylaminophenyl)benzoic acid CN(C1=CC=C(C=C1)C1=CC=C(C(=O)O)C=C1)C